tert-butyl 5-(3-fluoro-4-(4,4,5,5-tetramethyl-1,3,2-dioxaborolan-2-yl)benzoyl)hexahydropyrrolo[3,4-c]pyrrole-2(1H)-carboxylate FC=1C=C(C(=O)N2CC3C(C2)CN(C3)C(=O)OC(C)(C)C)C=CC1B1OC(C(O1)(C)C)(C)C